FC1=CC=C2C(=CC=NC2=C1)C1CCN(CC1)CC=1C=C2CN(C(C2=CC1)=O)C1C(NC(CC1)=O)=O 3-(5-((4-(7-fluoroquinolin-4-yl)piperidin-1-yl)methyl)-1-oxoisoindolin-2-yl)piperidine-2,6-dione